2,2,7-trimethyl-4H-benzo[d][1,3]dioxin-4-one CC1(OC(C2=C(O1)C=C(C=C2)C)=O)C